(2S)-2-amino-4-(1-methyl-indol-6-yl)butanoic acid N[C@H](C(=O)O)CCC1=CC=C2C=CN(C2=C1)C